N-Ethyl-tryptamine C(C)NCCC1=CNC2=CC=CC=C12